C(\C=C\CCCCCCCC)O (E)-undec-2-en-1-ol